FC1(CN(CC1)C(=O)C1=NOC2=C1CN(CC2)C(=O)C=2NC1=CC=CC=C1C2)F 2-[3-(3,3-difluoropyrrolidine-1-carbonyl)-4H,5H,6H,7H-[1,2]oxazolo[4,5-c]pyridine-5-carbonyl]-1H-indole